CCCCCCCCCCCCCCCCCC(=O)N[C@@H](CO[C@H]1[C@@H]([C@H]([C@@H]([C@H](O1)CO)O)O)O)[C@@H](/C=C/CCCCCCCCCC(C)C)O The molecule is an N-acyl-1-beta-D-glucosyl-15-methylhexadecasphing-4-enine in which the acyl group has 18 carbons and 0 double bonds. It derives from a 15-methylhexadecasphing-4-enine.